8-{4-[2-(dimethylamino)ethoxy]phenyl}-7-methoxy-3-(methoxymethyl)-2-{[(4-methoxyphenyl)methyl]sulfanyl}pyrazolo[1,5-a][1,3,5]triazin-4-one CN(CCOC1=CC=C(C=C1)C=1C(=NN2C1N=C(N(C2=O)COC)SCC2=CC=C(C=C2)OC)OC)C